CC(C(=O)OC=1C=C(C2=CC=CC=C2C1)N1CC=2N=C(N=C(C2CC1)C1N(CCNC1)C(=O)[O-])OC[C@H]1N(CCC1)C)(C)C 7-[3-(2,2-dimethylpropanoyloxy)-1-naphthyl]-2-[[(2S)-1-methylpyrrolidin-2-yl]methoxyl-6,8-dihydro-5H-pyrido[3,4-d]pyrimidin-4-yl]piperazine-1-carboxylate